3,5-dichloro-N-(1-hydroxy-2-methylpropan-2-yl)benzamide ClC=1C=C(C(=O)NC(CO)(C)C)C=C(C1)Cl